2,2-dimethyl-4-cyanopentane CC(C)(CC(C)C#N)C